3-(benzylthio)-6-(3,4-dimethylphenyl)-2-methoxypyridine C(C1=CC=CC=C1)SC=1C(=NC(=CC1)C1=CC(=C(C=C1)C)C)OC